tert-butyl (1R,5R)-6-(3-chloro-8-fluoro-7-(7-fluoro-8-((triisopropylsilyl)ethynyl)naphthalen-1-yl)-1,6-naphthyridin-4-yl)-2,6-diazabicyclo[3.2.0]heptane-2-carboxylate ClC=1C=NC2=C(C(=NC=C2C1N1[C@@H]2CCN([C@@H]2C1)C(=O)OC(C)(C)C)C1=CC=CC2=CC=C(C(=C12)C#C[Si](C(C)C)(C(C)C)C(C)C)F)F